BrNC(=O)NC(=O)N bromobiuret